bis(7-(4-(4-(benzo[b]thiophen-4-yl)piperazin-1-yl)butoxy)quinolin-2-yl) glutarate C(CCCC(=O)OC1=NC2=CC(=CC=C2C=C1)OCCCCN1CCN(CC1)C1=CC=CC=2SC=CC21)(=O)OC2=NC1=CC(=CC=C1C=C2)OCCCCN2CCN(CC2)C2=CC=CC=1SC=CC12